C(C)(C)(C)OC(=O)N1C(=NC2=C1C=C(C(=C2Cl)N2CCC(CC2)(F)F)Cl)C(CC(=O)OC)C2=CC=C(C=C2)S(=O)(=O)CC2CC2 4,6-dichloro-2-(1-(4-((cyclopropylmethyl)sulfonyl)phenyl)-3-methoxy-3-oxopropyl)-5-(4,4-difluoropiperidin-1-yl)-1H-benzo[d]imidazole-1-carboxylic acid tert-butyl ester